C(C1=CC=CC=C1)OC=1C(=CC=2N(C1)C=CN2)C=2C=NN(C2)C 6-benzyloxy-7-(1-methylpyrazol-4-yl)imidazo[1,2-a]pyridine